O1C(OCC1)C1CCN(CC1)C1=CC=C(C(=O)N(C)C2C(NC(CC2)=O)=O)C=C1 4-[4-(1,3-dioxolan-2-yl)-1-piperidyl]-N-(2,6-dioxo-3-piperidyl)-N-methyl-benzamide